1-(1-{2-[4-(2,3-Dimethylphenyl)piperazin-1-yl]-2-oxoethyl}-1,4,5,6-tetrahydrocyclopenta[c]pyrazol-3-carbonyl)-4-hydroxypiperidin-4-carboxamid CC1=C(C=CC=C1C)N1CCN(CC1)C(CN1N=C(C2=C1CCC2)C(=O)N2CCC(CC2)(C(=O)N)O)=O